2-((5-(3-((tert-butyldimethylsilyl)oxy)propoxy)pyridin-2-yl)amino)-6-(2,6-dichlorophenyl)-8-methylpyrido[2,3-d]pyrimidin-7(8H)-one [Si](C)(C)(C(C)(C)C)OCCCOC=1C=CC(=NC1)NC=1N=CC2=C(N1)N(C(C(=C2)C2=C(C=CC=C2Cl)Cl)=O)C